[N+](=O)([O-])C1=C(N[N+]#N)C(=CC(=C1)[N+](=O)[O-])Cl 2,4-dinitro-6-chloroanilinediazonium